C(C1=CC=CC=C1)OC([C@H](C(C)C)N(C)C(=O)N1CC(C1)N(C)C)=O (2S)-2-[[3-(dimethylamino)azetidine-1-carbonyl]-methyl-amino]-3-methyl-butyric acid benzyl ester